ClC=1C(=NC=C(C1)C(F)(F)F)OC[C@@H](C)NC1=NC=NC2=CC=CC=C12 |r| (RS)-N-(1-((3-chloro-5-trifluoromethylpyridin-2-yl)oxy)prop-2-yl)quinazolin-4-amine